OCC1CN(C1)C=1C(=CC(=NC1C)C1C(NC(CC1)=O)=O)C 3-(5-(3-(hydroxymethyl)azetidin-1-yl)-4,6-dimethylpyridin-2-yl)piperidine-2,6-dione